C1(=CC=CC=C1)C(NC(CC[C@H](N)C(=O)O)=O)(C1=CC=CC=C1)C1=CC=CC=C1 N'-(triphenylmethyl)-L-glutamine